FC1=CC=C(C=C1)[C@@H]1N(CCC2=CC=CC=C12)C(=O)[C@H]1OC[C@@](C1)(CNCCO)O ((S)-1-(4-fluorophenyl)-3,4-dihydroisoquinolin-2(1H)-yl)((2S,4R)-4-hydroxy-4-(((2-hydroxyethyl)amino)methyl)tetrahydrofuran-2-yl)methanone